P(=O)(O)(O)O.O1SC(C=C1)N1C(N=CC=C1)=O 3-oxathiolyl-pyrimidinone phosphate